CC1=CC=C(C=C1)S(=O)(=O)/N=C/N1CCOCC1 (E)-4-methyl-N-(morpholinomethylene)benzenesulfonamide